Mono-SulfoKetone tert-butyl-5-(3-chloro-5-(4,4,5,5-tetramethyl-1,3,2-dioxaborolan-2-yl)phenyl)-2,3-dihydro-4H-1,4-oxazine-4-carboxylate C(C)(C)(C)OC(=O)N1CCOC=C1C1=CC(=CC(=C1)B1OC(C(O1)(C)C)(C)C)Cl.S(=O)(=O)(O)C(=O)S(=O)(=O)O